C(C1=CC=CC=C1)N1CCP(CC1)(=O)C1=CC=C(C=2N=CC=NC12)C(=O)NC=1C=C(C=2N(C1)C=C(N2)C)F 8-(1-benzyl-4-oxo-1,4-azaphosphinan-4-yl)-N-(8-fluoro-2-methyl-imidazo[1,2-a]pyridin-6-yl)quinoxaline-5-carboxamide